2-{2-Cyclopropyl-7-methyl-4-oxo-4H,5H-furo[2,3-d]pyridazin-5-yl}-N-(pyrimidin-2-yl)acetamide C1(CC1)C1=CC2=C(C(=NN(C2=O)CC(=O)NC2=NC=CC=N2)C)O1